CSC(C#CC(C)(C)N1C[C@@H](CC1)OCC1=CC=CC=C1)=O (R)-4-(3-(benzyloxy)pyrrolidin-1-yl)-4-methylpent-2-ynethioic acid S-methyl ester